triethyl-palladium C(C)[Pd](CC)CC